5-fluoro-2-((4-fluoro-2-methyl-phenyl)amino)-benzoic acid FC=1C=CC(=C(C(=O)O)C1)NC1=C(C=C(C=C1)F)C